O=C1NC(CCC1C1=NC=CC(=C1)CN1CCN(CC1)C1=CC=C(C=C1)NC1=NC=C(C(=N1)NCC=1C(=NC=CN1)N(S(=O)(=O)C)C)C(F)(F)F)=O N-(3-(((2-((4-(4-((2-(2,6-dioxopiperidin-3-yl)pyridin-4-yl)methyl)piperazin-1-yl)phenyl)amino)-5-(trifluoromethyl)pyrimidin-4-yl)amino)methyl)pyrazin-2-yl)-N-methylmethanesulfonamide